N-(5-(6-(4-(tert-butyl)phenyl)-1-oxo-3,4-dihydroisoquinolin-2(1H)-yl)-2-((2-methoxyethoxy)methoxy)phenyl)propane-1-sulfonamide C(C)(C)(C)C1=CC=C(C=C1)C=1C=C2CCN(C(C2=CC1)=O)C=1C=CC(=C(C1)NS(=O)(=O)CCC)OCOCCOC